CC1=NC=CC(=C1)NC(OC[C@@H]1OC2=C(C3=C(N=C(S3)C3=C4N=CC(=NC4=CC(=C3)CO)OC)C(=C2)F)OC1)=O (R)-(4-fluoro-2-(7-(hydroxymethyl)-2-methoxyquinoxalin-5-yl)-7,8-dihydro-[1,4]dioxino[2',3':3,4]benzo[1,2-d]thiazol-7-yl)methyl (2-methylpyridin-4-yl)carbamate